(Z)-N'-hydroxy-4-methyl-3-nitrobenzamidine O\N=C(\C1=CC(=C(C=C1)C)[N+](=O)[O-])/N